[N+](=O)([O-])C1=CC=C(CN2CC(CC2)N)C=C1 1-(4-nitrobenzyl)pyrrolidin-3-amine